(4-(1-(1-propenylpiperidin-4-yl)-6-fluoro-8-methyl-4-((S)-1-((S)-1-methylpyrrolidin-2-yl)ethoxy)-1H-[1,2,3]triazolo[4,5-c]quinolin-7-yl)-1-methyl-1H-indol-3-yl)acetonitrile C(=CC)N1CCC(CC1)N1N=NC=2C(=NC=3C(=C(C(=CC3C21)C)C2=C1C(=CN(C1=CC=C2)C)CC#N)F)O[C@@H](C)[C@H]2N(CCC2)C